Cl.NC(C(=O)O)CC=1SC2=C(N1)C=CC=C2 2-amino-3-(1,3-benzothiazole-2-yl)propionic acid hydrochloride